ClCCC(CC)N 1-chloropentan-3-amine